FC=1C(=C(C=C(C1)CC(C)C)N1C[C@@H](N(CC1)CC=1N=NC=CC1)C)C=1N=NNN1 3-[[(2S)-4-[3-fluoro-5-isobutyl-2-(2H-tetrazol-5-yl)phenyl]-2-methyl-piperazin-1-yl]methyl]pyridazine